2,6-bis(2,4-dihydroxybenzyl)-4-chlorophenol OC1=C(CC2=C(C(=CC(=C2)Cl)CC2=C(C=C(C=C2)O)O)O)C=CC(=C1)O